(1R,2R)-2-(4-(methoxycarbonyl)phenyl)-1-phenylcyclopropane-1-carboxylic acid COC(=O)C1=CC=C(C=C1)[C@@H]1[C@@](C1)(C(=O)O)C1=CC=CC=C1